C(C)(=O)NNC(CCN1N=CC=2N=C(N=C(C21)OC)Cl)=O N'-acetyl-3-(5-chloro-7-methoxy-pyrazolo[4,3-d]pyrimidin-1-yl)propanehydrazide